CN(N=C(C(=O)O)C#N)C1=CC=C(C=C1)C1=NC=CC=N1.COC(C)=O acetic acid methyl ester (methyl-2-cyano-2-(2-(4-(pyrimidin-2-yl) phenyl) hydrazono) acetate)